2-[(1-Benzyl-azetidine-2-carbonyl)-methyl-amino]-5-oxo-5H-thieno[3,2-b]pyran-6-carboxylic acid C(C1=CC=CC=C1)N1C(CC1)C(=O)N(C1=CC=2OC(C(=CC2S1)C(=O)O)=O)C